1-ethyl-3,5-dinitrobenzene C(C)C1=CC(=CC(=C1)[N+](=O)[O-])[N+](=O)[O-]